tert-butyl 7-aminospiro[chroman-2,4'-piperidine]-1'-carboxylate NC1=CC=C2CCC3(CCN(CC3)C(=O)OC(C)(C)C)OC2=C1